CN1N=C2C(=CC(=CC2=C1)C=1N=[N+](C2=C(N1)C=CC(=C2)C=2CCN(CC2)C(=O)OC(C)(C)C)[O-])C tert-Butyl 4-[3-(2,7-dimethylindazol-5-yl)-1-oxido-1,2,4-benzotriazin-1-ium-7-yl]-3,6-dihydro-2H-pyridine-1-carboxylate